5-((2-(4-(((2-Chloro-[1,1'-biphenyl]-4-yl)methyl)amino)butanamido)ethyl)amino)benzo[c][2,6]naphthyridine-8-carboxylic acid ClC1=C(C=CC(=C1)CNCCCC(=O)NCCNC1=NC2=C(C3=CN=CC=C13)C=CC(=C2)C(=O)O)C2=CC=CC=C2